(3-((3aR,4R,9bR)-4-(hydroxymethyl)-1-tosyl-2,3,3a,4,5,9b-hexahydro-1H-pyrrolo[3,2-c]quinolin-8-yl)phenyl)malonamide OC[C@@H]1NC=2C=CC(=CC2[C@H]2[C@@H]1CCN2S(=O)(=O)C2=CC=C(C)C=C2)C=2C=C(C=CC2)C(C(=O)N)C(=O)N